C(CCC)C1=C(C(=CC(=C1)C)N1N=C2C(=N1)C=CC(=C2)Cl)O Butyl-6-(5-chloro-2H-benzotriazol-2-yl)-4-methylphenol